methylpiperazin CN1CCNCC1